(6-Chloro-2-(1-(5-chloro-6-(trifluoromethyl)pyridin-2-yl)pyrrolidin-3-yl)-2,3,4,9-tetrahydro-1H-pyrido[3,4-b]indol-1-yl)methanol hydrochloride Cl.ClC=1C=C2C3=C(NC2=CC1)C(N(CC3)C3CN(CC3)C3=NC(=C(C=C3)Cl)C(F)(F)F)CO